4-Benzyl 1-(2,3-bis(stearoyloxy)propyl) (tert-butoxycarbonyl)aspartate C(C)(C)(C)OC(=O)N[C@@H](CC(=O)OCC1=CC=CC=C1)C(=O)OCC(COC(CCCCCCCCCCCCCCCCC)=O)OC(CCCCCCCCCCCCCCCCC)=O